CC1(N(CCC1)CCNC(=O)C=1C=C(C(=NC1)C)NC(=O)C=1C=NN2C1SC(=C2)C=2C(=NC=CC2)OC)C N-(5-((2-(2,2-dimethylpyrrolidin-1-yl)ethyl)carbamoyl)-2-methylpyridin-3-yl)-2-(2-methoxypyridin-3-yl)pyrazolo[5,1-b]Thiazole-7-carboxamide